O1N=C(N=C1)C1=CC=C(C=C1)[C@H](C)NC(C(C)(N1C[C@@H](CC1)OC1=CC(=CC=C1)C(F)(F)F)C)=O N-((S)-1-(4-(1,2,4-oxadiazol-3-yl)phenyl)ethyl)-2-methyl-2-((R)-3-(3-(trifluoromethyl)phenoxy)pyrrolidin-1-yl)propionamide